N-benzyl-N-(5-(tert-butyl)isoxazol-3-yl)-3-phenylpropiolamide C(C1=CC=CC=C1)N(C(C#CC1=CC=CC=C1)=O)C1=NOC(=C1)C(C)(C)C